tert-butyl N-(2-chloro-6-isopropyl-furo[2,3-b]pyrazin-7-yl)carbamate ClC=1N=C2C(=NC1)OC(=C2NC(OC(C)(C)C)=O)C(C)C